1-chloro-1-oxo-2,5-dihydro-phosphole ClP1(CC=CC1)=O